N-(2-Chloro-3-{(4S)-2-imino-4-methyl-1-[(2R*,4R*)-2-methyl-tetrahydropyran-4-yl]-6-oxo-hexahydropyrimidin-4-yl}phenyl)-6-cyclopropylpyridine-3-carboxamide hydrochloride Cl.ClC1=C(C=CC=C1[C@]1(NC(N(C(C1)=O)[C@H]1C[C@H](OCC1)C)=N)C)NC(=O)C=1C=NC(=CC1)C1CC1 |o1:15,17|